N-(3-Nitro-4-chlorophenylsulfonyl)anthranilic acid [N+](=O)([O-])C=1C=C(C=CC1Cl)S(=O)(=O)NC=1C(C(=O)O)=CC=CC1